C1(C=CC=C1)[Ti](C1=C(C(=CC=C1F)NCC(CC)(C)C)F)(C1=C(C(=CC=C1F)NCC(CC)(C)C)F)C1C=CC=C1 bis(cyclopentadienyl)bis[2,6-difluoro-3-(2,2-dimethylbutylamino)phenyl]titanium